[N+](=O)([O-])C1=C(C=CC=C1)C1=C(C(=O)O)C=CC=N1 (2-nitrophenyl)nicotinic acid